(R)-6-Bromo-2-(3-(1,1,2-trifluoro-1-(4-methyl-4H-1,2,4-triazol-3-yl)propan-2-yl)phenyl)-4-(trifluoromethyl)-isoindolin-1-one BrC1=CC(=C2CN(C(C2=C1)=O)C1=CC(=CC=C1)[C@@](C(C1=NN=CN1C)(F)F)(C)F)C(F)(F)F